(3-(trifluoromethyl)-7,8-dihydro-1,6-naphthyridin-6(5H)-yl)methanone FC(C=1C=NC=2CCN(CC2C1)C=O)(F)F